4-(((1S,4S)-4-aminocyclohexyl)methoxy)-N-(1-methyl-1H-pyrazol-3-yl)pyrimidin-2-amine NC1CCC(CC1)COC1=NC(=NC=C1)NC1=NN(C=C1)C